C(C)(C)C1(CC=C(C1)C(C)=O)C 1-(4-isopropyl-4-methylcyclopent-1-en-1-yl)ethan-1-one